C(C)(C)(C)OC(=O)N1CCN(CC1)C1=CC(=C(C=C1)C1=CC=C(C=C1)Cl)CN1CCN(CC1)C1=CC=C(C(=O)O)C=C1 4-(4-((4-(4-(tert-butoxycarbonyl)piperazin-1-yl)-4'-chloro-[1,1'-biphenyl]-2-yl)methyl)piperazin-1-yl)benzoic acid